N-(2-(methylthio)ethyl)-3-(1-(pyridin-3-ylmethyl)-1H-pyrazol-3-yl)-[1,1'-biphenyl]-4-amine CSCCNC1=C(C=C(C=C1)C1=CC=CC=C1)C1=NN(C=C1)CC=1C=NC=CC1